C(CCCCCCCCCCCCCCCCC)(=O)O stearoic acid